ethoxyl-tantalum O(CC)[Ta]